[Ir].N1=C(C=CC=C1)C1=CC=C(C=O)C=C1 4-(2-pyridyl)benzaldehyde iridium